NC1=CC(=C(OC2=CC(=C(C#N)C=C2)I)C(=C1)F)F 4-(4-amino-2,6-difluoro-phenoxy)-2-iodo-benzonitrile